4-vinyl-phenyllithium borate B(O)(O)O.C(=C)C1=CC=C(C=C1)[Li]